C(C)C=1C=C(C(=O)NCC(=O)O)C=CC1 (3-ethylbenzoyl)glycine